OC1=C(C=CC=C1)C1(CC=C(C=C1)C=CC=O)[N+](=O)[O-] 4-(hydroxyphenyl)-3-(4-nitrophenyl)-2-propen-1-one